1-hexyl-4-ethylpiperidinium methanesulfonate CS(=O)(=O)[O-].C(CCCCC)[NH+]1CCC(CC1)CC